butyl (3R)-3-(methylsulfanyl)pyrrolidine-1-carboxylate CS[C@H]1CN(CC1)C(=O)OCCCC